(1r,3r)-3-(4-(pyridin-3-yl)-5-(thiazol-2-yl)-4H-1,2,4-triazol-3-yl)cyclobutan-1-amine tri-hydrochloride Cl.Cl.Cl.N1=CC(=CC=C1)N1C(=NN=C1C=1SC=CN1)C1CC(C1)N